4-[4-[(1R)-2-amino-1-hydroxyethyl]pyrazol-1-yl]-3-(2-methyl-6-piperidin-1-ylpyrimidin-4-yl)oxybenzonitrile NC[C@H](O)C=1C=NN(C1)C1=C(C=C(C#N)C=C1)OC1=NC(=NC(=C1)N1CCCCC1)C